BrC=1C=C(SC1)CNC=1C=2C=CN=C(C2C=CC1)NCC1=C(C=C(C=C1)OC)OC N5-((4-bromothiophen-2-yl)methyl)-N1-(2,4-dimethoxybenzyl)isoquinoline-1,5-diamine